(2s,4s)-N-(3-chloro-2,4-difluorophenyl)-4-cyano-N-methylpyrrolidine-2-carboxamide ClC=1C(=C(C=CC1F)N(C(=O)[C@H]1NC[C@H](C1)C#N)C)F